2-({1-oxo-4-[1-(2,2,2-trifluoroethyl)-1H-indazol-6-yl]-2,3-dihydro-1H-isoindol-2-yl}methyl)prop-2-enenitrile O=C1N(CC2=C(C=CC=C12)C1=CC=C2C=NN(C2=C1)CC(F)(F)F)CC(C#N)=C